4-(4-Pyridinyl)-2-imidazolidinone N1=CC=C(C=C1)C1NC(NC1)=O